3-[cyclopentyl-(difluoro)methyl]benzoic acid C1(CCCC1)C(C=1C=C(C(=O)O)C=CC1)(F)F